OC[C@](C)(C1=CC=CC=C1)NC(=O)C=1C=CC=2N(C3=CC=C(C=C3C2C1)C)C1=CC=C(C=C1)C(F)(F)F N-[(2S)-1-hydroxy-2-phenylpropan-2-yl]-6-methyl-9-[4-(trifluoromethyl)phenyl]-9H-carbazole-3-carboxamide